NC1=C(N=C(S1)C1=C(C=CC=C1F)F)C(=O)NC=1C(=C2C(=NC1)[C@H](CC2)O)N2C[C@H](CCC2)N 5-amino-N-{4-[(3S)-3-aminopiperidin-1-yl]-(7S)-7-hydroxy-6,7-dihydro-5H-cyclopenta[b]pyridin-3-yl}-2-(2,6-difluorophenyl)-1,3-thiazole-4-carboxamide